C(#N)C1=C(NC(=C(C1C1=CC=C(S1)C(=O)O)C(=O)OCC)CCC1=CC=C(C=C1)F)OC 5-(3-cyano-5-(ethoxycarbonyl)-6-(4-fluorophenethyl)-2-methoxy-1,4-dihydropyridin-4-yl)thiophene-2-carboxylic acid